tert-butyl 1,2-dimethyl-4-phenyl-1H-imidazole-5-carboxylate CN1C(=NC(=C1C(=O)OC(C)(C)C)C1=CC=CC=C1)C